6-methyl-1-(6-methylpyridin-3-yl)-4-oxo-N-(2-oxo-2,3,4,5-tetrahydro-1H-benzo[b]azepin-3-yl)-1,4-dihydro-pyridazine-3-carboxamide CC1=CC(C(=NN1C=1C=NC(=CC1)C)C(=O)NC1CCC2=C(NC1=O)C=CC=C2)=O